2-naphthamide trifluoroacetate FC(C(=O)O)(F)F.C1=C(C=CC2=CC=CC=C12)C(=O)N